FC1=C2C=C(NC2=CC(=C1)F)C(=O)N1C2C=3C=NNC3CC1CC2 11-(4,6-difluoro-1H-indole-2-carbonyl)-4,5,11-triazatricyclo[6.2.1.02,6]undeca-2(6),3-diene